ClC1=C(C=CC=C1Cl)N1[C@@H](CNCC1)C (R)-1-(2,3-dichlorophenyl)-2-methylpiperazine